p-nitrophenylbenzyl ether [N+](=O)([O-])C1=CC=C(C(C2=CC=CC=C2)OC(C2=CC=C(C=C2)[N+](=O)[O-])C2=CC=CC=C2)C=C1